(2S)-2-methoxy-1-(2-trimethylsilylethynyl)cyclohexanol CO[C@@H]1C(CCCC1)(O)C#C[Si](C)(C)C